OCC1=CC=C(C=N1)C1=CC=CC=2N(C(NC21)=O)C2CC1CCC(C2)N1C(=O)NC1=CC(=C(C=C1)C)OC 3-{4-[6-(Hydroxymethyl)pyridin-3-yl]-2-oxo-2,3-dihydro-1H-1,3-benzodiazol-1-yl}-N-(3-methoxy-4-methylphenyl)-(endo)-8-azabicyclo[3.2.1]octane-8-carboxamide